3-carboxy-2-oxidonaphthalen C(=O)(O)C=1C(=CC2=CC=CC=C2C1)[O-]